5-chloro-N-((6-methoxy-1-methyl-1H-benzimidazol-7-yl)methyl)-thiophene-2-carboxamide ClC1=CC=C(S1)C(=O)NCC1=C(C=CC2=C1N(C=N2)C)OC